CC=1C=C(SC1C1=C(C=CC=C1)CN1C=CC=C1)[C@@H](C)NC=1C=2C(N=C(N1)C)=CC(N(C2)CC2CCOCC2)=O (R)-4-((1-(4-Methyl-5-(2-(pyrrol-1-ylmethyl)phenyl)thiophen-2-yl)ethyl)amino)-2-Methyl-6-((tetrahydro-2H-pyran-4-yl)methyl)pyrido[4,3-d]pyrimidin-7(6H)-one